COC1=CC=C2C(=CC=NC2=C1)C1=CC=C2CCN(CC2=C1)[S@@](=O)(=N)C (S)-7-methoxy-4-(2-(S-methylsulfonimidoyl)-1,2,3,4-tetrahydroisoquinolin-7-yl)quinoline